tert-butyl 3-{[(3aR,4S,6R,6aS)-6-[4-amino-5-(1,3-thiazol-2-yl)pyrrolo[2,3-d]pyrimidin-7-yl]-2,2-dimethyl-tetrahydro-3aH-cyclopenta[d][1,3]dioxol-4-yl]methyl}azetidine-1-carboxylate NC=1C2=C(N=CN1)N(C=C2C=2SC=CN2)[C@@H]2C[C@@H]([C@@H]1[C@H]2OC(O1)(C)C)CC1CN(C1)C(=O)OC(C)(C)C